(S)-4-(1-isothiocyanato-2-(4-nitrophenyl)ethyl)-2-phenylthiazole N(=C=S)[C@@H](CC1=CC=C(C=C1)[N+](=O)[O-])C=1N=C(SC1)C1=CC=CC=C1